O1C(=CC=C1)C1=NC(=NC(=C1)N1N=NC2=C1C=C(C=C2)OCCC2CCNCC2)N 4-(furan-2-yl)-6-{6-[2-(piperidin-4-yl)ethoxy]-1H-1,2,3-benzotriazol-1-yl}pyrimidin-2-amine